2-methoxyethyl (1S,5R)-8-((3-fluoro-4-(4-fluoro-phenoxy)phenyl)-sulfonyl)-1-(hydroxy-carbamoyl)-3,8-diazabicyclo-[3.2.1]octane-3-carboxylate FC=1C=C(C=CC1OC1=CC=C(C=C1)F)S(=O)(=O)N1[C@@]2(CN(C[C@H]1CC2)C(=O)OCCOC)C(NO)=O